3-(5-(4-(1-(5-(2,6-dioxopiperidin-3-yl)pyridin-2-yl)piperidine-4-carbonyl)piperazine-1-yl)-1,3,4-thiadiazol-2-yl)-4-isopropylamino-5H-pyrido[3,2-b]indole-7-carbonitrile O=C1NC(CCC1C=1C=CC(=NC1)N1CCC(CC1)C(=O)N1CCN(CC1)C1=NN=C(S1)C1=C(C=2NC=3C=C(C=CC3C2N=C1)C#N)NC(C)C)=O